(2S,4S)-4-(7-bromo-6-fluoro-8-iodo-4-(methylsulfanyl)-1H-[1,2,3]triazolo[4,5-c]quinolin-1-yl)-2-(cyanomethyl)piperidine-1-carboxylic acid tert-butyl ester C(C)(C)(C)OC(=O)N1[C@@H](C[C@H](CC1)N1N=NC=2C(=NC=3C(=C(C(=CC3C21)I)Br)F)SC)CC#N